O1CCC(=CC1)C=1C=C(SC1)C1(CC1)C=1NC(C=2CN(CCCC2N1)C([C@@H](C1=CC(=CC=C1)C(F)(F)F)O)=O)=O (R)-2-(1-(4-(3,6-dihydro-2H-pyran-4-yl)thiophen-2-yl)cyclopropyl)-6-(2-hydroxy-2-(3-(trifluoromethyl)phenyl)acetyl)-3,5,6,7,8,9-hexahydro-4H-pyrimido[5,4-c]azepin-4-one